ClC=CCl 1,2-Dichloroethylene